2-chloro-3-fluoro-6-methylpyridine-4-amine ClC1=NC(=CC(=C1F)N)C